BrC=1C(N(C(N(C1)CC(=O)OC)=O)CC(C)C)=O Methyl (5-bromo-3-isobutyl-2,4-dioxo-3,4-dihydro-2H-pyrimidin-1-yl)-acetate